FC1=NC(=C2N=CN(C2=N1)C1OCCC1)NCC1=CC(=CO1)OC 2-fluoro-6-(4-methoxyfurfurylamino)-9-(tetrahydrofuran-2-yl)-9H-purine